COC=1C(=CC=2C(=C3C(=NC2C1)CCC3)N[C@@H]3CCN(CCC3)C)OC (4S)-N-{6,7-dimethoxy-1H,2H,3H-cyclopenta[b]quinolin-9-yl}-1-methylazepan-4-amine